2-isopropyl-4H-3,1-benzoxathionine C(C)(C)C1SC2=C(C=CCCO1)C=CC=C2